(Z)-5-(Heptadec-2-en-1-yl)resorcinol C(\C=C/CCCCCCCCCCCCCC)C=1C=C(C=C(O)C1)O